C(C(C)C)N1N=NC2=C1C=CC(=C2)C=2OC1=C(N2)C=C(C=C1)C 2-(1-isobutyl-1H-benzo[d][1,2,3]triazol-5-yl)-5-methyl-benzo[d]oxazole